ethyl 1-amino-6-(1-ethyl-1H-pyrazol-5-yl)-1,2,3,4-tetrahydronaphthalene-1-carboxylate NC1(CCCC2=CC(=CC=C12)C1=CC=NN1CC)C(=O)OCC